N-[4-[4-chloro-3-(4-methylpiperazin-1-yl)phenoxy]-6-(2,6-dimethylphenyl)pyrimidin-2-yl]-1-methyl-pyrazole-4-sulfonamide ClC1=C(C=C(OC2=NC(=NC(=C2)C2=C(C=CC=C2C)C)NS(=O)(=O)C=2C=NN(C2)C)C=C1)N1CCN(CC1)C